ClC1=C(C=CC=C1)N1C(N=C(C2=CC=C(C=C12)C1CC1)NC1=CC(=NC=C1)C#N)=O 4-((1-(2-Chlorophenyl)-7-cyclopropyl-2-oxo-1,2-dihydro-quinazolin-4-yl)amino)pyridinecarbonitrile